CN1SC(C(=C1C)C(C)=O)=NC1=CC(=CC=C1)C 2,3-dimethyl-4-acetyl-N-(3-methylphenyl)isothiazole-5(2H)-imine